FC=1C(=C(C2=CN(N=C2C1)C(C1=CC=CC=C1)(C1=CC=CC=C1)C1=CC=CC=C1)B1OC(C(O1)(C)C)(C)C)C 6-fluoro-5-methyl-4-(4,4,5,5-tetramethyl-1,3,2-dioxaborolane-2-yl)-2-(triphenylmethyl)-2H-indazole